C(#N)C1=CC=CC2=C1SC=C2\C=C(/C(=O)OC)\C(C)=O methyl (Z)-2-((7-cyanobenzo[b]thiophen-3-yl) methylene)-3-oxobutanoate